4-Nitrophenyl sulfamidate S(=O)(=O)(N)OC1=CC=C(C=C1)[N+](=O)[O-]